FC1(CCC1)C1=CC(=NC=C1)N1N=CC(=C1)S(=O)(=O)NC=1C(=CC=C2C=NN(C12)C)OC 1-(4-(1-FLUOROCYCLOBUTYL)PYRIDIN-2-YL)-N-(6-METHOXY-1-METHYL-1H-INDAZOL-7-YL)-1H-PYRAZOLE-4-SULFONAMIDE